C(C)NCCCCCCCCN N-ethyloctane-1,8-diamine